1-[2-(2-methoxyethoxy)ethyl]-3-methylimidazole COCCOCCN1CN(C=C1)C